ClC1=NC=2CCC(CC2C=C1C(=O)OC)C methyl 2-chloro-6-methyl-5,6,7,8-tetrahydroquinoline-3-carboxylate